ClC=1C=CC(=C(C1)C=1C=2N(N=CC1)C(=CC2)C(=O)OC)OCCN2C(=NC=1CCC3(CC1C2=O)OCCO3)C methyl 4-[5-chloranyl-2-[2-(2'-methyl-4'-oxidanylidene-spiro[1,3-dioxolane-2,6'-7,8-dihydro-5H-quinazoline]-3'-yl)ethoxy]phenyl]pyrrolo[1,2-b]pyridazine-7-carboxylate